8-thia-2,5,13-triazapentadecan-15-oate CNCCNCCSCCCCNCC(=O)[O-]